N,N-bis(dithiocarboxyl)ethylenediamine C(=S)(S)N(CCN)C(=S)S